5-[2-[6-bromo-7-methyl-4-(trifluoromethyl)indazol-2-yl]-3-ethoxy-3-oxo-propionyl]-2,2-dimethyl-pyrrolidine-1-carboxylic acid tert-butyl ester C(C)(C)(C)OC(=O)N1C(CCC1C(C(C(=O)OCC)N1N=C2C(=C(C=C(C2=C1)C(F)(F)F)Br)C)=O)(C)C